C12(CC3CC(CC(C1)C3)C2)NCCCCCC#CC=2C=CC=3N(C2)C(=CN3)N3C(NC(CC3)=O)=O 1-(6-(7-((adamantan-1-yl)amino)hept-1-yn-1-yl)imidazo[1,2-a]pyridin-3-yl)dihydropyrimidine-2,4(1H,3H)-dione